C1CCN2C1CN(C1=C(C2)C=CC=C1)C(=O)C1=CC=C(C=C1)S(=O)(=O)NC1=CC=C(C=C1)C 4-(2,3,5,10,11,11a-hexahydro-1H-benzo[e]pyrrolo[1,2-a][1,4]diazepine-10-carbonyl)-N-(p-tolyl)benzenesulfonamide